pyrido[4,3-b][1,4]oxazin O1C2=C(N=CC1)C=NC=C2